Tert-butyl (S)-3-(4-methylfuran-2-yl)isoxazolidine-2-carboxylate CC=1C=C(OC1)[C@H]1N(OCC1)C(=O)OC(C)(C)C